2,6-DIPHENYLPYRIMIDIN-4-YLBORONIC ACID C1(=CC=CC=C1)C1=NC(=CC(=N1)B(O)O)C1=CC=CC=C1